2-(4-((5-Cyclopropyl-3-(3,5-dichloropyridin-4-yl)isoxazol-4-yl)methoxy)bicyclo[2.2.2]octan-1-yl)-8-methylchinolin C1(CC1)C1=C(C(=NO1)C1=C(C=NC=C1Cl)Cl)COC12CCC(CC1)(CC2)C2=NC1=C(C=CC=C1C=C2)C